4-(2-methoxyethoxy)phenyl-4,4,5,5-tetramethyl-1,3,2-dioxaborolan COCCOC1=CC=C(C=C1)B1OC(C(O1)(C)C)(C)C